CN1C(=CC2=CC(=CC=C12)CN)C1=C(C=CC=C1)C (1-methyl-2-(o-tolyl)-1H-indol-5-yl)methylamine